Octamethyltetrasilyl-bis(trimethylsilylmethylcyclopentadienyl)zirconium dichloride [Cl-].[Cl-].C[Zr](C1(C=CC=C1)C[Si](C)(C)C)(C1(C=CC=C1)C[Si](C)(C)C)([SiH3])([SiH3])([SiH3])([SiH3])(C)(C)(C)(C)(C)(C)C